C(C)(=O)C1=NN(C2=CC=C(C=C12)C=1C=NC(=NC1)C)CC(=O)N1[C@@H]2C[C@@]2(C[C@H]1C(=O)NC1=NC(=CC=C1CN1CC(C1)F)Br)C (1R,3S,5R)-2-(2-(3-acetyl-5-(2-methylpyrimidin-5-yl)-1H-indazol-1-yl)acetyl)-N-(6-bromo-3-((3-fluoroazetidin-1-yl)methyl)pyridin-2-yl)-5-methyl-2-azabicyclo[3.1.0]hexane-3-carboxamide